ClC1=NC=CC(=C1O)F chloro-4-fluoro-pyridin-3-ol